(R)-6-(1H-imidazol-1-yl)-3-methyl-N-(tetrahydro-2H-pyran-3-yl)picolinamide N1(C=NC=C1)C1=CC=C(C(=N1)C(=O)N[C@H]1COCCC1)C